C[C@@H]1CN(C[C@@H](O1)C)CC1(CCN(CC1)C1=C(N)C=CC=C1F)OC 2-(4-[(2R,6S)-2,6-dimethylmorpholin-4-yl]methyl-4-methoxypiperidin-1-yl)-3-fluoroaniline